ClC1=CC(=C(C(=N1)NC[C@H]1OCCC1)N)N1[C@H](CN([C@@H](C1)C)C(C(C)C)C1=CC=C(C=C1)Cl)C 6-chloro-4-((2S,5R)-4-(1-(4-chlorophenyl)-2-methylpropyl)-2,5-dimethylpiperazin-1-yl)-N2-(((S)-tetrahydrofuran-2-yl)methyl)pyridine-2,3-diamine